OC(C(=O)O)CC1=CC(=C(C=C1)O)[N+](=O)[O-] 2-Hydroxy-3-(4-hydroxy-3-nitrophenyl)propanoic acid